C(C)(C)(C)N(C(O)=O)CC(=O)NC=1SC=C(N1)Br.CC=1N=C(NC(C1C)=O)N1N=C(C=C1C(C(=O)N)CCCCCCCCCCCCCCC)C (1-(4,5-dimethyl-6-oxo-1,6-dihydropyrimidin-2-yl)-3-methyl-1H-pyrazol-5-yl)heptadecanamide tert-butyl-(2-((4-bromothiazol-2-yl)amino)-2-oxoethyl)carbamate